tert-butyl-(2-iodopyrimidin-5-yl)oxy-dimethyl-silane C(C)(C)(C)[Si](C)(C)OC=1C=NC(=NC1)I